FC1=CC=CC=2C(=C3N(C12)CCCCN1C3=CC=N1)C#N 10-fluoro-5,6,7,8-tetrahydropyrazolo[5',1':3,4][1,4]diazocino[1,2-a]indole-14-carbonitrile